3-methyl-4-oxo-4,7-dihydro-5H-spiro[[1]benzofuran-6,1'-cyclobutane]-2-carboxylic acid ethyl ester C(C)OC(=O)C=1OC2=C(C1C)C(CC1(CCC1)C2)=O